2-(4,5-dihydro-1H-imidazol-2-yl)pyridine N1C(=NCC1)C1=NC=CC=C1